4-[(2-chloro-5-methylphenyl)amino]-2-[(6-methoxy-2-methyl-1,2,3,4-tetrahydroisoquinolin-7-yl)amino]pyrimidine-5-carboxamide ClC1=C(C=C(C=C1)C)NC1=NC(=NC=C1C(=O)N)NC1=C(C=C2CCN(CC2=C1)C)OC